[Si](C1=CC=CC=C1)(C1=CC=CC=C1)(C(C)(C)C)OCC1=C(C=CC(=C1)O)C1=C(C(=O)N)C=CC=C1 (2-(((tert-butyldiphenylsilyl)oxy)methyl)-4-hydroxyphenyl)benzamide